Methyl 2-bromo-4-fluorobenzo[d]thiazole-6-carboxylate BrC=1SC2=C(N1)C(=CC(=C2)C(=O)OC)F